aluminaacrylate C([Al]=C)(=O)[O-]